C(C)(=O)C1=C(C(C(=O)O)=CC=C1)OCC=1C(O)=CC=CC1.C(C)(=O)C1=C(C(C(=O)OCCN(CC)CC)=CC=C1)OCC=1C(O)=CC=CC1 diethylaminoethyl acetylsalicylsalicylate, acetylsalicylsalicylic acid salt